3-(5-(1-Benzylpiperidin-4-yl)-1-oxoisoindolin-2-yl)piperidine-2,6-dione C(C1=CC=CC=C1)N1CCC(CC1)C=1C=C2CN(C(C2=CC1)=O)C1C(NC(CC1)=O)=O